C(CCCCCC(=O)[O-])(=O)[O-] Heptanedioate